N-{[4-(1,1-difluoroethyl)pyridin-3-yl]methyl}-6-(difluoromethoxy)-5-fluoropyridine-3-carboxamide FC(C)(F)C1=C(C=NC=C1)CNC(=O)C=1C=NC(=C(C1)F)OC(F)F